(E)-2-cyano-3-(3-nitrophenyl)-N-(5-(thiophen-2-yl)-1,3,4-thiadiazol-2-yl)allylamide C(#N)\C(\C[NH-])=C(/C1=CC(=CC=C1)[N+](=O)[O-])\C=1SC(=NN1)C=1SC=CC1